FC1(CC1)C(=O)N[C@H](C(=O)N1[C@@H](C[C@H](C1)O)C(=O)NCC1=C(OCCCCCC(=O)O)C=C(C=C1)C1=C(N=CS1)C)C(C)(C)C 6-[2-[[[(2S,4R)-1-[(2S)-2-[(1-fluorocyclopropanecarbonyl)amino]-3,3-dimethyl-butanoyl]-4-hydroxy-pyrrolidine-2-carbonyl]amino]methyl]-5-(4-methylthiazol-5-yl)phenoxy]hexanoic acid